FC1(CC1)C(C=1C(=C2C(=NN(C2=CC1)C)NC1=CC(=NC=C1C(CC([2H])([2H])[2H])=O)NC(=O)C1CC1)OC)OC N-(4-((5-((1-fluorocyclopropyl)(methoxy)methyl)-4-methoxy-1-methyl-1H-indazol-3-yl)amino)-5-(propanoyl-3,3,3-d3)pyridin-2-yl)cyclopropanecarboxamide